ClC=1C=C(C=NC1OC)[C@@H]1CC[C@H](CC1)CN(C(=O)[C@@H]1CC[C@H](CC1)N(C([O-])=O)CCO)C1=CC(=CC=C1)C=1C=NN(C1)C1CC1 trans-4-(((trans-4-(5-Chloro-6-methoxypyridin-3-yl)cyclohexyl)methyl)(3-(1-cyclopropyl-1H-pyrazol-4-yl)phenyl)carbamoyl)cyclohexyl(2-hydroxyethyl)carbamate